2,2-diethylvalerate C(C)C(C(=O)[O-])(CCC)CC